The molecule is a member of the class of oxindoles that is 7-hydroxy-2-oxindole-3-acetic acid in which the phenolic hydrogen has been replaced by a beta-D-glucosyl residue. It has a role as an Arabidopsis thaliana metabolite. It is a beta-D-glucoside, a member of oxindoles and a monosaccharide derivative. It derives from a 2-oxindole-3-acetic acid. C1=CC2=C(C(=C1)O[C@H]3[C@@H]([C@H]([C@@H]([C@H](O3)CO)O)O)O)NC(=O)C2CC(=O)O